6-(1,1-difluoro-2-(methylamino)ethyl)-N-(6-methyl-5-(7-(methylamino)-1,6-naphthyridin-3-yl)pyridin-3-yl)picolinamide FC(CNC)(F)C1=CC=CC(=N1)C(=O)NC=1C=NC(=C(C1)C=1C=NC2=CC(=NC=C2C1)NC)C